C1(CCCCC1)CN1CCN(CC1)C(=O)C1=CC(=NC2=CC=CC=C12)C=1OC(=CC1)C (4-(cyclohexylmethyl)piperazin-1-yl)(2-(5-methylfuran-2-yl)quinolin-4-yl)methanone